5-(2,6-dimethylpyridin-4-yl)-6-isopropyl-2-(piperidin-4-yl)-4H-pyrrolo[3,2-d]thiazole CC1=NC(=CC(=C1)C1=C(C=2N=C(SC2N1)C1CCNCC1)C(C)C)C